(S)-6-((4-((2-hydroxy-1-phenylethyl)amino)-5-(3-(1-methylpiperidin-4-yl)-1,2,4-oxadiazol-5-yl)pyridin-2-yl)amino)-1-methyl-1,2-dihydro-3H-pyrazolo[3,4-b]pyridin-3-one OC[C@H](C1=CC=CC=C1)NC1=CC(=NC=C1C1=NC(=NO1)C1CCN(CC1)C)NC1=CC=C2C(=N1)N(NC2=O)C